C(=O)(C=C)OCCC[Si](OC)(OC)OC acryl-oxypropyl-trimethoxysilane